2-(3-fluoropyridin-2-yl)-4-hydroxypyrazolidine-1-carboxylic acid tert-butyl ester C(C)(C)(C)OC(=O)N1N(CC(C1)O)C1=NC=CC=C1F